2-hydroxy-(E)-3-hexadecenoic acid OC(C(=O)O)\C=C\CCCCCCCCCCCC